C(C)OC(=O)[C@@H]1COCC[C@H]1NC(=O)OC(C)(C)C.CC1=C(C(=O)PC2=CC=CC=C2)C(=CC(=C1)C)C |r| 2,4,6-trimethylbenzoylphenyl-phosphine Ethyl-(3S,4R)- and (3R,4S)-4-((tert-butoxycarbonyl)amino)tetrahydro-2H-pyran-3-carboxylate